1-({3,4-difluoro-2-[(2-fluoro-4-iodophenyl)amino]phenyl}carbonyl)-3-(pyrrolidin-1-ylmethyl)azetidin-3-ol FC=1C(=C(C=CC1F)C(=O)N1CC(C1)(O)CN1CCCC1)NC1=C(C=C(C=C1)I)F